tert-butyl-4-amino-3,3-difluoropyrrolidine-1-carboxylate C(C)(C)(C)OC(=O)N1CC(C(C1)N)(F)F